3-{[4-(tert-butoxy)phenyl]methyl}-1-[(2,4-difluorophenyl)methyl]-1-(1-methylpiperidin-4-yl)urea C(C)(C)(C)OC1=CC=C(C=C1)CNC(N(C1CCN(CC1)C)CC1=C(C=C(C=C1)F)F)=O